FC1(CCC(CC1)/C=C/C1=CN(C2=NC=C(C=C21)[N+](=O)[O-])C)F (E)-3-(2-(4,4-Difluorocyclohexyl)vinyl)-1-methyl-5-nitro-1H-pyrrolo[2,3-b]pyridine